C(#N)CCC1(COC2=C1C=C(C(=C2)N2CCN(CC2)C(=O)OC(C)(C)C)C)C(=O)OC tert-butyl 4-(3-(2-cyanoethyl)-3-(methoxycarbonyl)-5-methyl-2,3-dihydro benzofuran-6-yl)piperazine-1-carboxylate